(±)-1-fluoro-N-(2,3,4-trifluorophenyl)-6,7,8,9-tetrahydro-5H-5,8-epiminocyclohepta[c]-pyridine-10-carboxamide FC1=NC=CC2=C1CC1CCC2N1C(=O)NC1=C(C(=C(C=C1)F)F)F